CC1=NC2=CC=CC=C2C(=C1)C=1C=NN(C1)C 2-methyl-4-(1-methyl-1H-pyrazol-4-yl)quinoline